4-[2-[[(2S)-1-methylpyrrolidin-2-yl]methoxy]-6,7,8,9-tetrahydro-5H-pyrimido[4,5-c]azepin-4-yl]piperazine-1-carboxylate CN1[C@@H](CCC1)COC=1N=C(C2=C(CNCCC2)N1)N1CCN(CC1)C(=O)[O-]